3-(3-(4-(aminomethyl)phenyl)-6-(pyridin-3-yl)-3H-imidazo[4,5-b]pyridin-2-yl)pyridin-2-amine hydrochloride Cl.NCC1=CC=C(C=C1)N1C(=NC=2C1=NC=C(C2)C=2C=NC=CC2)C=2C(=NC=CC2)N